S(=O)(=O)(O)CC(C)=O SulfoAceton